(S) or (R)-N-(amino(3-fluoro-5-(2-hydroxypropan-2-yl)thiophen-2-yl)(oxo)-λ6-sulfaneylidene)-2-(5-fluoro-2,4-diisopropylpyridin-3-yl)acetamide N[S@@](=NC(CC=1C(=NC=C(C1C(C)C)F)C(C)C)=O)(=O)C=1SC(=CC1F)C(C)(C)O |o1:1|